3-(2-vinyl-4,5-dimethoxyphenyl)-4,5,6-trimethoxy-1H-indene C(=C)C1=C(C=C(C(=C1)OC)OC)C1=CCC2=CC(=C(C(=C12)OC)OC)OC